2,2-bis(4-oxocyclohexyl)propane tert-butyl-(5R,7R)-2,2-difluoro-7-(4-(methoxycarbonyl)phenyl)-8-azaspiro[4.5]decane-8-carboxylate C(C)(C)(C)OC(=O)N1[C@H](C[C@@]2(CCC(C2)(F)F)CC1)C1=CC=C(C=C1)C(=O)OC.O=C1CCC(CC1)C(C)(C)C1CCC(CC1)=O